di-n-Decylphthalat C(CCCCCCCCC)OC(C=1C(C(=O)OCCCCCCCCCC)=CC=CC1)=O